FC1=C(C=C(C=C1)NC(=O)C1=CC2=CC3=CC4=CC=CC=C4C=C3C=C2C=C1)C(F)(F)F N-(4-fluoro-3-(trifluoromethyl)-phenyl)-2-naphthacenecarboxamide